C(C=C(C)CCC=C(C)CCC=C(C)C)C=1C(=C(C(=O)O)C(=CC1O)CCC1=CC=CC=C1)O 3-farnesyl-2,4-dihydroxy-6-phenylethylbenzoic acid